6-(2-methyl-1H-imidazol-1-yl)-3H-imidazo[4,5-b]Pyridine CC=1N(C=CN1)C=1C=C2C(=NC1)NC=N2